CC=1C(=NC(=CN1)C)[C@H](CCN(C(C(=O)OCC)C1=C(C(=CC=C1)C)C1CCC(CC1)OC(F)(F)F)C)CCN1CCCCC1 ethyl 2-(((S)-3-(3,6-dimethylpyrazin-2-yl)-5-(piperidin-1-yl)pentyl)(methyl)-amino)-2-(3-methyl-2-((1r,4S)-4-(trifluoromethoxy)cyclohexyl)phenyl)acetate